C[C@H]1N(CCOC1)C1CCC(CC1)N1C[C@H](NCC1)C1=C(C=CC=C1)OC(C)C (3R)-3-methyl-4-[(1s,4s)-4-[(3R)-3-(2-isopropoxyphenyl)piperazin-1-yl]cyclohexyl]morpholine